(5-methoxy-2-methyl-3-pyridinyl)methanone COC=1C=C(C(=NC1)C)C=O